N1N=C(C=C1)CCCNC=1C2=C(N=C(N1)OCC13CCCN3CCC1)C(=C(N=C2)C2=CC=CC1=CC=CC(=C21)F)F N-(3-(1H-pyrazol-3-yl)propyl)-8-fluoro-7-(8-fluoronaphthalen-1-yl)-2-((hexahydro-1H-pyrrolizin-7a-yl)methoxy)pyrido[4,3-d]Pyrimidin-4-amine